(Z)-2-acetamidocinnamic acid C(C)(=O)NC1=C(\C=C/C(=O)O)C=CC=C1